(R)-1-(6-(3-(4-((4-acetyl-1,4-diazepan-1-yl)methyl)-2,2-dimethylpiperidin-1-yl)-4-(5,6-dichloro-1H-indazol-4-yl)-5-methyl-1H-pyrazol-1-yl)-2-azaspiro[3.3]heptan-2-yl)prop-2-en-1-one C(C)(=O)N1CCN(CCC1)C[C@H]1CC(N(CC1)C1=NN(C(=C1C1=C2C=NNC2=CC(=C1Cl)Cl)C)C1CC2(CN(C2)C(C=C)=O)C1)(C)C